4-(4-(1-cyclopropoxy-2-hydroxy-1-phenylethyl)-2-(4-ethynylpiperidine-1-yl)quinazolin-6-yl)-6-methyl-1-tosyl-1,6-dihydro-7H-pyrrolo[2,3-c]pyridin-7-one C1(CC1)OC(CO)(C1=CC=CC=C1)C1=NC(=NC2=CC=C(C=C12)C=1C2=C(C(N(C1)C)=O)N(C=C2)S(=O)(=O)C2=CC=C(C)C=C2)N2CCC(CC2)C#C